4-(2-(2-cyanoazetidin-1-yl)-7,7-difluoro-6,7-dihydro-5H-cyclopenta[d]pyrimidin-4-yl)benzamide C(#N)C1N(CC1)C=1N=C(C2=C(N1)C(CC2)(F)F)C2=CC=C(C(=O)N)C=C2